C(C)(C)N(C(=O)N=NC(=O)N)C(C)C N,N-diisopropyl-azodicarboxamide